7-bromo-3H-1,3-benzoxazol-2-one BrC1=CC=CC=2NC(OC21)=O